FC(C(C(C(C(C(C(C(F)(F)F)(F)F)(F)F)(F)F)(F)F)(F)F)(F)F)(S(=O)(=O)N)F Perfluorooctanesulfonamide